ClCCCCCCOCCOCCC(=O)O 3-(2-((6-chlorohexyl)oxy)ethoxy)propanoic acid